C(C)(C)(C)C1=CC2=CC=C3C=C(C=C4C=CC(=C1)C2=C43)C(C)(C)C 2,7-di-t-butylpyrene